NC=1C=NN(C1)C=1C=CC(=C(C1)O)C=1N=NC(=CC1)N(C1CC(NC(C1)(C)C)(C)C)C 5-(4-amino-1H-pyrazol-1-yl)-2-(6-(methyl(2,2,6,6-tetramethylpiperidin-4-yl)amino)pyridazin-3-yl)phenol